2-fluoro-5-bromopyrazine FC1=NC=C(N=C1)Br